2'-deoxy-D-ribose C1[C@H]([C@@H](O[C@@H]1O)CO)O